N-(6-(5-((2-amino-2-oxoethyl)carbamoyl)pyridin-3-yl)-2-(3-hydroxy-3-methylbutyl)-2H-indazol-5-yl)-2-(pyridin-4-yl)thiazole-4-carboxamide NC(CNC(=O)C=1C=C(C=NC1)C=1C(=CC2=CN(N=C2C1)CCC(C)(C)O)NC(=O)C=1N=C(SC1)C1=CC=NC=C1)=O